5-(2-amino-5-morpholino-phenyl)-3-methyl-1-(2-trimethylsilylethoxymethyl)pyrazol Gold [Au].NC1=C(C=C(C=C1)N1CCOCC1)C1=CC(=NN1COCC[Si](C)(C)C)C